9-(2-chloro-6-fluoro-phenyl)-3-methyl-16-thia-2,4,5,8-tetraazatetracyclo[8.6.0.02,6.011,15]Hexadeca-1(10),3,5,8,11(15)-pentaene-13-carbaldehyde ClC1=C(C(=CC=C1)F)C1=NCC2=NN=C(N2C=2SC=3CC(CC3C12)C=O)C